[K+].[Os+6] osmium (VI) potassium